ClC1=C(C=CC(=C1)Cl)C1=C(C2=C(CCC1)C=C(C=C2)C(=O)OC)C2=CC=C(C=C2)OC2CN(CC2)CCCF methyl 6-(2,4-dichloro-phenyl)-5-{4-[1-(3-fluoro-propyl)-pyrrolidin-3-yloxy]-phenyl}-8,9-dihydro-7H-benzocycloheptene-2-carboxylate